methyl 2-bromobenzo[4,5]imidazo[1,2-a]pyridine-9-carboxylate BrC=1C=CC=2N(C1)C1=C(N2)C=CC=C1C(=O)OC